COC(=O)C=1C=C(C=C2C=NN(C12)CC1=CC(=CC=C1)C(F)(F)F)C1=CC=CC=C1 5-phenyl-1-(3-(trifluoromethyl)benzyl)-1H-indazole-7-carboxylic acid methyl ester